3-[Dideuterio-[5-[3-(difluoromethyl)-4-fluoro-phenyl]-2-methyl-3-pyridyl]methyl]-1,3-oxazinan-2-one [2H]C(N1C(OCCC1)=O)(C=1C(=NC=C(C1)C1=CC(=C(C=C1)F)C(F)F)C)[2H]